2-(2-(((5-chloro-2-(1H-tetrazol-1-yl)phenyl)amino)-2-oxoacetamido)-3-phenylpropionamido)benzo[b]furan-2-carboxylic acid ClC=1C=CC(=C(C1)NC(C(=O)NC(C(=O)NC1(CC2=C(O1)C=CC=C2)C(=O)O)CC2=CC=CC=C2)=O)N2N=NN=C2